1-(2,5-Dichlorophenyl)-N-(4-(hydroxymethyl)-2,6-dimethylphenyl)-1H-pyrazole-3-carboxamide ClC1=C(C=C(C=C1)Cl)N1N=C(C=C1)C(=O)NC1=C(C=C(C=C1C)CO)C